ClC=1C=C(C(=O)NC(C)C=2N(N=C(N2)S(=O)C)C2=NC=C(C=C2)Cl)C=C(C1)S(=O)(=O)C racemic-3-chloro-N-[1-[2-(5-chloro-2-pyridyl)-5-methylsulfinyl-1,2,4-triazol-3-yl]ethyl]-5-methylsulfonyl-benzamide